5-(6-(2-fluoro-4-(trifluoromethyl)phenyl)pyridin-3-yl)-3-hydroxycyclohex-2-en-1-one FC1=C(C=CC(=C1)C(F)(F)F)C1=CC=C(C=N1)C1CC(=CC(C1)=O)O